7-Bromo-3-chloro-6-methylphenazin-1-ol BrC=1C(=C2N=C3C=C(C=C(C3=NC2=CC1)O)Cl)C